N-((R)-5-(5-(difluoromethyl)-1,2,4-oxadiazol-3-yl)-2,3-dihydro-1H-inden-1-yl)tetrahydrofuran-2-carboxamide FC(C1=NC(=NO1)C=1C=C2CC[C@H](C2=CC1)NC(=O)C1OCCC1)F